2,6,6,10-tetramethyl-1-oxaspiro[4.5]dec-9-ene CC1OC2(CC1)C(CCC=C2C)(C)C